ClC1=CC=C2C(=N1)CN(C21CCOCC1)CCN1CCOCC1 2'-chloro-6'-(2-morpholinoethyl)-2,3,5,6,6',7'-hexahydrospiro[pyran-4,5'-pyrrolo[3,4-b]pyridine]